F[C@H]1C[C@H](N2N=C(N=C21)C(=O)C2(COC2)C)C2=CC=CC=C2 |r| (rac-(5s,7s)-7-fluoro-5-phenyl-6,7-dihydro-5H-pyrrolo[1,2-b][1,2,4]triazol-2-yl)-(3-methyloxetan-3-yl)methanone